6-((6-((5-fluoropyridin-2-yl)amino)-3-(methylcarbamoyl)pyridazin-4-yl)amino)-4H-benzo[b][1,2,4]triazolo[1,5-d][1,4]oxazine-2-carboxylic acid methyl ester COC(=O)C1=NN2C3=C(OCC2=N1)C(=CC=C3)NC3=C(N=NC(=C3)NC3=NC=C(C=C3)F)C(NC)=O